((5-(2-Azido-1,1-difluoroethyl)-1,4-dioxane-2-yl)methoxy)(tert-butyl)diphenylsilane N(=[N+]=[N-])CC(F)(F)C1OCC(OC1)CO[Si](C1=CC=CC=C1)(C1=CC=CC=C1)C(C)(C)C